OCC1=CC=C(C=O)C=C1 p-hydroxymethylbenzaldehyde